(S)-N-((S)-1-Amino-1-oxo-3-((S)-2-oxopyrrolidin-3-yl)propan-2-yl)-2-(2-(4-fluorophenoxy)acetamido)-3-(3-fluorophenyl)propanamide NC([C@H](C[C@H]1C(NCC1)=O)NC([C@H](CC1=CC(=CC=C1)F)NC(COC1=CC=C(C=C1)F)=O)=O)=O